1'-{6-methyl-4-[(1-methylcyclopropyl)amino]furo[2,3-d]pyrimidine-5-carbonyl}-2-oxo-1,2-dihydrospiro[indole-3,3'-pyrrolidine]-4'-carbonitrile CC1=C(C2=C(N=CN=C2NC2(CC2)C)O1)C(=O)N1CC2(C(C1)C#N)C(NC1=CC=CC=C12)=O